FC=1C=C2C(=NN(C2=CC1N1CCC(CC1)=O)C)N1C(NC(CC1)=O)=O (5-fluoro-1-methyl-6-(4-oxopiperidin-1-yl)-1H-indazol-3-yl)dihydropyrimidine-2,4(1H,3H)-dione